ClC=1C=C2C(=NN(C2=C(C1)B1OC(C(O1)(C)C)(C)C)C[C@@H]1CN(CCO1)C(=O)OC(C)(C)C)F tert-butyl (S)-2-((5-chloro-3-fluoro-7-(4,4,5,5-tetramethyl-1,3,2-dioxaborolan-2-yl)-1H-indazol-1-yl)methyl)morpholine-4-carboxylate